4-(7'-fluoro-2'-oxospiro[cyclopropane-1,3'-indolin]-5'-yl)-2-methyl-4-oxobutanoic acid FC=1C=C(C=C2C3(C(NC12)=O)CC3)C(CC(C(=O)O)C)=O